tert-Butyl N-(1-acetylpiperidin-4-yl)-N-{[methyl({[6-(trifluoromethoxy)-1,3-benzothiazol-2-yl] carbamoyl}methyl)carbamoyl]methyl}carbamate C(C)(=O)N1CCC(CC1)N(C(OC(C)(C)C)=O)CC(N(CC(NC=1SC2=C(N1)C=CC(=C2)OC(F)(F)F)=O)C)=O